N-(3-((5-(5,6-difluoropyridin-3-yl)-2-((1-methyl-1H-pyrazol-4-yl)amino)pyrimidin-4-yl)amino)-4-fluorophenyl)acrylamide-3,3-d2 FC=1C=C(C=NC1F)C=1C(=NC(=NC1)NC=1C=NN(C1)C)NC=1C=C(C=CC1F)NC(C=C([2H])[2H])=O